(3-(difluoromethyl)-1-methyl-1H-pyrazol-4-yl)methanone FC(C1=NN(C=C1C=O)C)F